bicyclo[2.2.2]octane-2-sulfonyl chloride C12C(CC(CC1)CC2)S(=O)(=O)Cl